BrC=1C=CC(N(C1)CCCO)=O 5-bromo-1-(3-hydroxypropyl)-1,2-dihydropyridin-2-one